C(C)OC=1C=NC(=NC1)N1CCC(CC1)CCCOC1=CC(=C(C(=C1)F)CC(=O)N1C[C@@H](CC1)CNCC(CO)(CO)O)F 2-[4-[3-[1-(5-ethoxypyrimidin-2-yl)-4-piperidyl]propoxy]-2,6-difluoro-phenyl]-1-[(3S)-3-[[[2,3-dihydroxy-2-(hydroxymethyl)propyl]amino]methyl]pyrrolidin-1-yl]ethanone